OC1(C(N(CC1)C)=O)C=1C=CC=C(C1)N1CSC=C1C(=O)N 3-(5-(3-hydroxy-1-methyl-2-oxopyrrolidin-3-yl)phenyl)thiazole-4-carboxamide